(1-{2-[(2-fluoro-4-iodophenyl)amino]thieno[2,3-b]pyridine-3-carbonyl}piperidin-4-yl)-carbamic acid tert-butyl ester C(C)(C)(C)OC(NC1CCN(CC1)C(=O)C1=C(SC2=NC=CC=C21)NC2=C(C=C(C=C2)I)F)=O